BrC=1C=C2N(N=CC(=C2Cl)C(N)=NC2=C(C=CC(=C2)F)Cl)C1 6-bromo-4-chloro-N'-(2-chloro-5-fluorophenyl)pyrrolo[1,2-b]pyridazine-3-carboximidamide